ClC=1C=CC(=NC1)C=1N=C2N(C=CC=C2)C1CN1C2CN(C(C1)CC2)C(=O)C2=C(C=CC=C2)F (-)-(5-{[2-(5-chloropyridin-2-yl)imidazo[1,2-a]pyridin-3-yl]methyl}-2,5-diazabicyclo[2.2.2]oct-2-yl)(2-fluorophenyl)methanone